6,7-dihydro-4H-pyrazolo[5,1-c][1,4]Oxazine-4,4,7,7-d N1=CC=C2C(OCC(N21)([2H])[2H])([2H])[2H]